CO[Si](OC)(OC)CCCNCCC[Si](OC)(OC)OC N,N-bis-(trimethoxysilylpropyl)amine